4-((5-chloro-4-(1-(2-hydroxy-2-methylpropyl)-1H-pyrazol-4-yl)pyrimidin-2-yl)amino)-3-fluorobenzenesulfonamide ClC=1C(=NC(=NC1)NC1=C(C=C(C=C1)S(=O)(=O)N)F)C=1C=NN(C1)CC(C)(C)O